4-(1-(4-(4-isopropyl-5-(8-methyl-[1,2,4]triazolo[1,5-a]pyridin-6-yl)-1H-pyrazol-3-yl)phenyl)ethyl)morpholine C(C)(C)C=1C(=NNC1C=1C=C(C=2N(C1)N=CN2)C)C2=CC=C(C=C2)C(C)N2CCOCC2